FC(OC1=CC=C(C=C1)N1CCC(CC1)C(=O)O)(F)F [4-(trifluoromethoxy)phenyl]piperidine-4-carboxylic acid